ClC=1C(=NC(=NC1)NC1=CC(=CC(=C1)CN1C[C@@H](N[C@H](C1)C)C)C1CC1)C1=CNC2=CC(=CC=C12)C 5-chloro-N-(3-cyclopropyl-5-(((3S,5S)-3,5-dimethylpiperazine-1-yl)methyl)phenyl)-4-(6-methyl-1H-indol-3-yl)pyrimidine-2-amin